1-(2,3-difluoro-4-hydroxyphenyl)ethanone FC1=C(C=CC(=C1F)O)C(C)=O